S1C(=NC2=C1C=CC=C2)NC2=C(C(=C(N=N2)NC=2SC(=C(N2)C(=O)OCC)CCCOC2=CC=CC=C2)C)C ethyl 2-({6-[(1,3-benzothiazol-2-yl) amino]-4,5-dimethylpyridazin-3-yl} amino)-5-(3-phenoxypropyl)-1,3-thiazole-4-carboxylate